2-(4-methoxyphenyl)-4-(1,3-benzodioxol-5-yl)-1-(N-(n-butyl)aminocarbonylmethyl)pyrrolidine-3-carboxylic acid COC1=CC=C(C=C1)C1N(CC(C1C(=O)O)C1=CC2=C(OCO2)C=C1)CC(=O)NCCCC